4-(3,5-Dimethoxybenzyl)-N-((1-methyl-3-oxo-2,3,5,6,7,8-hexahydroisoquinolin-4-yl)methyl)benzamide COC=1C=C(CC2=CC=C(C(=O)NCC=3C(NC(=C4CCCCC34)C)=O)C=C2)C=C(C1)OC